N(=C=O)C1(CN(CCC1)C(=O)OC(C)(C)C)CCC1=CC(=CC=C1)C(F)(F)F tert-Butyl 3-isocyanato-3-(3-(trifluoromethyl)phenethyl)piperidine-1-carboxylate